NC=1N=C(SC1C(=O)C1=CC(=NO1)C(=O)NCC1CC1)N(C1=CC=C(C=C1)F)[C@@H](C(=O)N)C |r| rac-5-[4-Amino-2-(N-(2-amino-1-methyl-2-oxoethyl)-4-fluoroanilino)thiazol-5-carbonyl]-N-(cyclopropylmethyl)isoxazol-3-carboxamid